methyl N-[5-[6-[5-(4-fluoro-3-methoxy-phenyl)pyrazol-1-yl]imidazo[1,2-a]pyridin-3-yl]-2-pyridyl]carbamate FC1=C(C=C(C=C1)C1=CC=NN1C=1C=CC=2N(C1)C(=CN2)C=2C=CC(=NC2)NC(OC)=O)OC